(1S,3S)-N-(5-(difluoromethoxy)pyrimidin-2-yl)-N3-(5-nitropyridin-2-yl)cyclopentane-1,3-diamine FC(OC=1C=NC(=NC1)N[C@@H]1C[C@H](CC1)NC1=NC=C(C=C1)[N+](=O)[O-])F